C(C(=C)C)(=O)OCCOC(C=CC(=O)O)=O 4-(2-(methacryloyloxy)ethoxy)-4-oxobut-2-enoic acid